7-methyl-4-(((S)-3-methylpiperidin-1-yl)methyl)-6,7-dihydro-5H-cyclopenta[b]pyridine-2-carboxylic acid lithium [Li].CC1CCC=2C1=NC(=CC2CN2C[C@H](CCC2)C)C(=O)O